FC=1C(=C(C=CC1)C=1CCCC2=C(C1C1=CC(=C(C=C1)CC1CN(C1)CCCF)F)C=CC=C2)C(F)(F)F 8-(3-Fluoro-2-(trifluoromethyl)phenyl)-9-(3-fluoro-4-((1-(3-fluoropropyl)azetidin-3-yl)methyl)phenyl)-6,7-dihydro-5H-benzo[7]annulen